FC1=CC=C(C=C1)NC(=O)C1(CCC1)C1=CC=C(C=C1)C1=C(C=C(C=C1)C(F)(F)F)C(CC)=O N-(4-fluorophenyl)-1-(2'-propionyl-4'-(trifluoromethyl)-[1,1'-biphenyl]-4-yl)cyclobutane-1-carboxamide